O=C1NC(CCC1N1C(C2=CC=CC(=C2C1)OCCCCCN1CCC(CC1)C1=CC=C(C(=O)N2CCC(CC2)CCCCNC(\C=C\C=2C=NC=CC2)=O)C=C1)=O)=O (E)-N-(4-(1-(4-(1-(5-((2-(2,6-dioxopiperidin-3-yl)-1-oxoisoindolin-4-yl)oxy)pentyl)piperidin-4-yl)benzoyl)piperidin-4-yl)butyl)-3-(pyridin-3-yl)acrylamide